COC([C@@H](NC(CC1=C(C=CC(=C1)C(C)=O)OC)=O)CC(C)C)=O (2-(5-acetyl-2-methoxyphenyl)acetyl)-L-leucine methyl ester